NNCC1CC(CC(C1)(C)C)C 1-aminoaminomethyl-3,5,5-trimethylcyclohexane